CC1(N(CCC1)C(=O)OC(C)(C)C)CC=O tert-Butyl 2-methyl-2-(2-oxoethyl)pyrrolidine-1-carboxylate